O1CCC(CC1)NC(=O)C=1C=NN2C1N=CC=C2 N-(tetrahydro-2H-pyran-4-yl)pyrazolo[1,5-a]pyrimidine-3-carboxamide